10-(3,5,6-tris(3,6-dimethyl-9H-carbazol-9-yl)-4-(3,5-dimethylphenyl)pyridin-2-yl)-10H-phenoxazine CC=1C=CC=2N(C3=CC=C(C=C3C2C1)C)C=1C(=NC(=C(C1C1=CC(=CC(=C1)C)C)N1C2=CC=C(C=C2C=2C=C(C=CC12)C)C)N1C2=CC=C(C=C2C=2C=C(C=CC12)C)C)N1C2=CC=CC=C2OC=2C=CC=CC12